5-(2-chloro-6-methoxypyridin-4-yl)spiro[2.3]hexane-5-carboxylic acid ClC1=NC(=CC(=C1)C1(CC2(CC2)C1)C(=O)O)OC